S(=O)(=O)(C1=CC=C(C=C1)OC1=CC=C(C=C1)C=1C(=O)NC(C1)=O)C1=CC=C(C=C1)OC1=CC=C(C=C1)C=1C(=O)NC(C1)=O N'-[sulfonylbis(4,1-phenylene)bis(oxy)bis(4,1-phenylene)]bismaleimide